2-(hydroperoxyeicosapentaenoyl)-sn-glycerol O(O)CCCCCCCCCC=CC=CC=CC=CC=CC(=O)OC(CO)CO